(E)-1-[4-(Dimethylamino)phenyl]-3-(3-hydroxy-4-methoxyphenyl)prop-2-en-1-one CN(C1=CC=C(C=C1)C(\C=C\C1=CC(=C(C=C1)OC)O)=O)C